azo-carbon N(=N[C])[C]